3-(3,4-epoxycyclohexyl)propyltrimethoxysilane C1(CC2C(CC1)O2)CCC[Si](OC)(OC)OC